SCC#CCS 1,4-dimercapto-2-butyne